C(#N)C1=CC=C(C=C1)C1=NC(=CC=2N1N=C(N2)C)NC(=O)C2CC2 N-[5-(4-cyanophenyl)-2-methyl-[1,2,4]triazolo[1,5-c]pyrimidin-7-yl]cyclopropanecarboxamide